O1C=NC=C1C=1C=C2C=C(N=CC2=CC1)NC(CN1CCCC1)=O N-(6-(oxazol-5-yl)isoquinolin-3-yl)-2-(pyrrolidin-1-yl)acetamide